CC1CCC12CC(C2)NC(=O)C2=C(SC(=C2CC2=CC=C(C=C2)Cl)C)C Methyl-6-(4-(4-chlorobenzyl)-2,5-dimethylthiophene-3-carboxamido)spiro[3.3]heptane